ClC=1C(=NC(=NC1)NC1=C(C=C(C=C1)N1CCOCC1)OC)NC1=C(C(=O)NOC)C=CC=C1 2-((5-chloro-2-((2-methoxy-4-morpholinophenyl)amino)pyrimidin-4-yl)amino)-N-methoxybenzamide